5-Aminopyrazolcarboxamid NC1=CC(=NN1)C(=O)N